γ-methacryloxypropyl-methyl-diethoxysilane C(C(=C)C)(=O)OCCC[Si](OCC)(OCC)C